(3R)-4-{2-chloro-6-[1-(S-methylsulfonyl)cyclopropyl]-4-pyrimidinyl}-3-methylmorpholine hydrochloride Cl.ClC1=NC(=CC(=N1)N1[C@@H](COCC1)C)C1(CC1)S(=O)(=O)C